methyl (1r,4r)-4-((5-((2-amino-5-(trifluoromethoxy)phenyl)amino)pyridin-2-yl)carbamoyl)cyclohexane-1-carboxylate NC1=C(C=C(C=C1)OC(F)(F)F)NC=1C=CC(=NC1)NC(=O)C1CCC(CC1)C(=O)OC